C[Si](OC(C)C)(CCC)CCC methyl-dipropyl-(isopropoxy)silane